tert-butyl 4-(5-(3-cyano-6-(((2S*,3R*)-3-hydroxybutan-2-yl)oxy)pyrazolo[1,5-a]pyridin-4-yl)pyridin-2-yl)piperazine-1-carboxylate C(#N)C=1C=NN2C1C(=CC(=C2)O[C@@H](C)[C@@H](C)O)C=2C=CC(=NC2)N2CCN(CC2)C(=O)OC(C)(C)C |o1:12,14|